ClCC1=CC=C2C(=N1)N(C=C2)COCC[Si](C)(C)C 6-(chloromethyl)-1-((2-(trimethylsilyl)ethoxy)methyl)-1H-pyrrolo[2,3-b]pyridine